N-(3-bromo-5-fluorophenyl)-3-fluoro-N-methylpyrido[3,2-e][1,2,4]triazolo[4,3-a]pyrimidin-5-amine BrC=1C=C(C=C(C1)F)N(C1=NC=2N(C3=C1C=C(C=N3)F)C=NN2)C